5-fluoro-N-isopropyl-N-methyl-2-(3-(1-((2-oxo-2,3-dihydro-1H-benzo[d]imidazol-5-yl)methyl)pyrrolidin-3-yl)-1H-pyrrolo[2,3-c]pyridin-1-yl)benzamide FC=1C=CC(=C(C(=O)N(C)C(C)C)C1)N1C=C(C=2C1=CN=CC2)C2CN(CC2)CC2=CC1=C(NC(N1)=O)C=C2